N-(methylcarbamoyl)-4,5-dihydroisoxazole-5-carboxamide CNC(=O)NC(=O)C1CC=NO1